N1(N=NN=C1)C[C@H](C)OC1=C(C#N)C=CC(=C1)C=1C=NC(=NC1)NC=1C(=NN(C1)C1CCC(CC1)N1CCOCC1)OCCCOC(C)C 2-(((S)-1-(1H-tetrazol-1-yl)propan-2-yl)oxy)-4-(2-((3-(3-isopropoxypropoxy)-1-((1r,4r)-4-morpholinocyclohexyl)-1H-pyrazol-4-yl)amino)pyrimidin-5-yl)benzonitrile